COC(=O)C1=CC=NC2=CC=C(C=C12)N1C[C@H](CCCC1)F (S)-6-(3-Fluoroazepan-1-yl)quinoline-4-carboxylic acid methyl ester